2-{[(1,2,3,5,6,7-Hexahydro-s-indacen-4-yl)carbamoyl]oxy}-acetic acid C1CCC2=C(C=3CCCC3C=C12)NC(=O)OCC(=O)O